5-(2-chlorobenzyl)-4-oxo-3-vinyl-4,5,6,7-tetrahydropyrazolo[1,5-a]pyrazine-2-carboxylic acid ethyl ester C(C)OC(=O)C1=NN2C(C(N(CC2)CC2=C(C=CC=C2)Cl)=O)=C1C=C